ClC=1C2=C(N=CN1)N(C=C2)[C@@H]2O[C@@H]([C@H]([C@H]2O)O)CI (2R,3R,4S,5S)-2-(4-chloro-7H-pyrrolo[2,3-d]pyrimidin-7-yl)-5-(iodomethyl)tetrahydrofuran-3,4-diol